3-[5-[1-[2-[4-[8-fluoro-6-hydroxy-7-(1,1,4-trioxo-1,2,5-thiadiazolidin-2-yl)-2-naphthyl]-1-piperidyl]-2-oxo-ethyl]-4-piperidyl]-3-methyl-2-oxo-benzimidazol-1-yl]piperidine-2,6-dione FC=1C(=C(C=C2C=CC(=CC12)C1CCN(CC1)C(CN1CCC(CC1)C1=CC2=C(N(C(N2C)=O)C2C(NC(CC2)=O)=O)C=C1)=O)O)N1S(NC(C1)=O)(=O)=O